(R)-3-methyl-5-(trifluoromethyl)-2-(2-(3-(trifluoromethyl)-5,6,7,8-tetrahydro-[1,2,4]triazolo[4,3-a]pyridin-6-yl)-2H-pyrazolo[3,4-b]pyridin-6-yl)phenol CC=1C(=C(C=C(C1)C(F)(F)F)O)C=1C=CC=2C(N1)=NN(C2)[C@@H]2CCC=1N(C2)C(=NN1)C(F)(F)F